3-(4-(5-(furan-3-ylmethyl)pyrimidin-2-yl)piperazin-1-yl)-6-(1-methyl-1H-pyrazol-4-yl)pyrazolo[1,5-a]pyridine O1C=C(C=C1)CC=1C=NC(=NC1)N1CCN(CC1)C=1C=NN2C1C=CC(=C2)C=2C=NN(C2)C